3-[4-(2,5-dibromothiophen-3-yl)-1H-1,2,3-triazol-1-yl]piperidine-2,6-dione BrC=1SC(=CC1C=1N=NN(C1)C1C(NC(CC1)=O)=O)Br